ClC=1N=C(C2=C(N1)CCN(C2)CC)OC2=NC=1C=CC3=C(C1N=C2)C2=C(S3)C(NC3(CN2)CC3)=O 3'-((2-chloro-6-ethyl-5,6,7,8-tetrahydropyrido[4,3-d]pyrimidin-4-yl)oxy)-11',12'-dihydrospiro[cyclopropane-1,10'-[1,4]diazepino[5',6':4,5]thieno[3,2-f]quinoxalin]-8'(9'H)-one